C1N(CC12OCCCOCC#C2)C(=O)OCC2=CC=CC=C2 benzyl 5,9-dioxa-2-azaspiro[3.8]dodec-11-yn-2-carboxylate